C1NCC12CC(C2)N(C(O)=O)C=2N=CC1=CC(=C(C=C1C2)C2=C(C1=C(OCCN1)N=C2)C)F.N2=CC(=CC=C2)CNS(=O)(=O)CC N-(3-pyridinylmethyl)ethanesulfonamide 2-Azaspiro[3.3]heptan-6-yl-(7-fluoro-6-(8-methyl-2,3-dihydro-1H-pyrido[2,3-b][1,4]oxazin-7-yl)isochinolin-3-yl)carbamat